tert-butyl (2R,5S)-4-(7-(3-cyanophenyl)-5-phenyl-7H-pyrrolo[2,3-d]pyrimidin-4-yl)-2,5-dimethylpiperazine-1-carboxylate C(#N)C=1C=C(C=CC1)N1C=C(C2=C1N=CN=C2N2C[C@H](N(C[C@@H]2C)C(=O)OC(C)(C)C)C)C2=CC=CC=C2